ClC1=C(C=CC=C1)CC(=O)NC1=CC(=C(C=C1)C=1C(=NN(C1)C)C)S(N)(=O)=O 2-(2-chlorophenyl)-N-[4-(1,3-dimethyl-1H-pyrazol-4-yl)-3-sulfamoylphenyl]acetamide